NC1=C(C=C(C=N1)C=1C=C2N(N1)CCC21CN(CC1)C(=O)N[C@H](C)C1=CC=C(C=C1)F)OC(F)(F)F 2'-[6-amino-5-(trifluoromethoxy)pyridin-3-yl]-N-[(1R)-1-(4-fluorophenyl)ethyl]-5',6'-dihydrospiro[pyrrolidine-3,4'-pyrrolo[1,2-b]pyrazole]-1-carboxamide